Tert-butyl 1-(3-(4-(trifluoromethoxy)phenyl)-1,2,4-oxadiazol-5-yl)piperidine-4-carboxylate FC(OC1=CC=C(C=C1)C1=NOC(=N1)N1CCC(CC1)C(=O)OC(C)(C)C)(F)F